N-(3,5-dichloro-4-(2,6-dioxopiperidin-3-yl)benzyl)-2-methyl-2-(phthalazin-6-yl)propanamide ClC=1C=C(CNC(C(C)(C=2C=C3C=NN=CC3=CC2)C)=O)C=C(C1C1C(NC(CC1)=O)=O)Cl